CC1(OB(OC1(C)C)C=1C=C2CCNCC2=CC1)C 6-(4,4,5,5-tetramethyl-1,3,2-dioxaborolan-2-yl)-1,2,3,4-tetrahydroisoquinoline